C(C)OC1=C(C=C(C=C1)C1=NOC(=N1)C1CCNCC1)OC 3-(4-ethoxy-3-methoxyphenyl)-5-(piperidin-4-yl)-1,2,4-oxadiazole